4-amino-8-hydroxy-5,5-dimethyl-7-nitro-benzo[h]quinazolin-6-one NC1=NC=NC=2C3=C(C(C(C12)(C)C)=O)C(=C(C=C3)O)[N+](=O)[O-]